BrC=1C(=NC=C(C1)C)OC 3-bromo-2-methoxy-5-methylpyridine